N1CCC(CC1)OC1=CC=C(C=O)C=C1 4-(piperidin-4-yloxy)benzaldehyde